1-methyl-1-butylpyrrolidinium bis(trifluoromethanesulfonyl)imide [N-](S(=O)(=O)C(F)(F)F)S(=O)(=O)C(F)(F)F.C[N+]1(CCCC1)CCCC